C(C1=CC=CC=C1)C(CC1=CC=C(C=C1)N1CCOCC1)(CC)N(C)C 2-benzyl-2-dimethylamino-1-4-morpholino-phenyl-butan